2-(4-(4-Bromonaphthalen-1-yl)phenyl)-4,6-diphenyl-1,3,5-triazine BrC1=CC=C(C2=CC=CC=C12)C1=CC=C(C=C1)C1=NC(=NC(=N1)C1=CC=CC=C1)C1=CC=CC=C1